C(C)[N-]C N-ethyl-methyl-amide